CC(C)C[C@@H](C(=O)N[C@@H](CC1=CC=CC=C1)C(=O)O)N The molecule is a dipeptide formed from L-leucine and L-phenylalanine residues. It has a role as a metabolite. It derives from a L-leucine and a L-phenylalanine.